C(#N)C1CNCC1C1=CC=CC=C1 3-cyano-4-phenylpyrrolidine